5-hydroxy-1-aza-3,7-dioxabicyclo[3.3.0]octane OC12COCN2COC1